FC1=C(C(=O)N[C@H](C(C)C)C(=O)N2CCC3(C(C(N(C3=O)CC(=O)O)=O)C3=CC=CC=C3)CC2)C=C(C=C1)C(F)(F)F 2-(8-((2-fluoro-5-(trifluoromethyl)benzoyl)-D-valyl)-1,3-dioxo-4-phenyl-2,8-diazaspiro[4.5]decan-2-yl)acetic acid